(2R,6S)-2,6-dimethyl-N-[2-(1H-pyrrol-3-ylmethyl)-2-azaspiro[3.3]heptan-6-yl]-4-[5-(trifluoromethyl)pyrimidin-2-yl]piperazine-1-carboxamide C[C@H]1N([C@H](CN(C1)C1=NC=C(C=N1)C(F)(F)F)C)C(=O)NC1CC2(CN(C2)CC2=CNC=C2)C1